trichloro-tertiary butanol ClC(C(C)(C)O)(Cl)Cl